ClC=1C=C(C=CC1Cl)NC(=O)N1CCC(CC1)N1C(NC2=C1C(=CC=C2)F)=O N-(3,4-dichlorophenyl)-4-(7-fluoro-2-oxo-2,3-dihydro-1H-1,3-benzodiazol-1-yl)piperidine-1-carboxamide